1-(4-((4-(difluoromethoxy)phenyl)sulfonyl)-1-oxa-4,9-diazaspiro[5.5]undecan-9-yl)-2-methylpropan-2-ol FC(OC1=CC=C(C=C1)S(=O)(=O)N1CCOC2(C1)CCN(CC2)CC(C)(O)C)F